The molecule is a 2-(3-amino-3-carboxypropyl)-L-histidine dizwitterion arising from transfer of two protons from the carboxy to the amino groups of 2-[(3S)-3-amino-3-carboxypropyl]-L-histidine. It is a tautomer of a 2-[(3S)-3-amino-3-carboxypropyl]-L-histidine. C1=C(NC(=N1)CC[C@@H](C(=O)[O-])[NH3+])C[C@@H](C(=O)[O-])[NH3+]